C(O)([O-])=O.[Na+].[Na+].[Na+].C(O)([O-])=O.C(O)([O-])=O trisodium hydrogencarbonate